C(C=CCCCCCCCCCCCCCCCCC)(=O)[O-] Eicosenoat